OC1(CCC(CC1)OS(=O)(=O)C1=CC=C(C=C1)C)C.C(C)(C)O[Si](CCC(F)(F)F)(OC(C)C)OC(C)C triisopropoxy(3,3,3-trifluoropropyl)silane (1s,4s)-4-hydroxy-4-methylcyclohexyl-4-methylbenzenesulfonate